t-Butyl-4-{[1-(2-fluoro-4-nitrophenyl)piperidin-4-yl]methyl}piperazine C(C)(C)(C)N1CCN(CC1)CC1CCN(CC1)C1=C(C=C(C=C1)[N+](=O)[O-])F